(9Z,11E,13E)-octadec-9,11,13-trienoic acid C(CCCCCCC\C=C/C=C/C=C/CCCC)(=O)O